(R)-Ethyl 3-((R)-1,1-dimethylethylsulfinamido)-2,2-difluoro-3-(8-(prop-1-yn-1-yl) dibenzo[b,d]thiophen-2-yl)butanoate CC(C)(C)[S@@](=O)N[C@](C(C(=O)OCC)(F)F)(C)C1=CC2=C(SC3=C2C=C(C=C3)C#CC)C=C1